(3S,4S)-3-amino-4-(hydroxymethyl)pyrrolidine-1-carboxylic acid benzyl ester C(C1=CC=CC=C1)OC(=O)N1C[C@H]([C@H](C1)CO)N